N-(3-bromophenyl)-4-methyl-N-allenylbenzenesulfonamide BrC=1C=C(C=CC1)N(S(=O)(=O)C1=CC=C(C=C1)C)C=C=C